C(=O)(O)[C@H](CCCC1=CC=C(C=C1)OCCOCCOCC)N1CCN(CCN(CCN(CC1)[C@H](C(=O)[O-])CO)[C@H](C(=O)[O-])CO)[C@H](C(=O)[O-])CO.[Gd+3] Gadolinium (2S,2'S,2''S)-2,2',2''-{10-[(1S)-1-carboxy-4-{4-[2-(2-ethoxyethoxy)ethoxy] phenyl}butyl]-1,4,7,10-tetraazacyclododecan-1,4,7-triyl}tris(3-hydroxypropanoat)